COC(=O)C1=NC(=C(C(=C1Cl)N)F)C1=C(C(=C(C=C1)C=O)F)F 4-amino-3-chloro-6-(2,3-difluoro-4-formylphenyl)-5-fluoro-pyridine-2-carboxylic acid methyl ester